1-ethyl-3-(2,1,3,3-tetramethylbutyl)imidazolium formate C(=O)[O-].C(C)N1C=[N+](C=C1)C(C(C(C)(C)C)C)C